Cl.C(C)(=O)OC1=C(C(=O)OCC2NCCC2)C=CC=C1 (Pyrrolidin-2-yl)methyl acetoxybenzoate hydrochloride